methyl 3-[[5-[2-[2-(tert-butoxycarbonylamino)ethoxy]phenyl]-2,4-difluoro-phenyl]methylsulfanyl]-5-chloro-4-methoxy-benzoate C(C)(C)(C)OC(=O)NCCOC1=C(C=CC=C1)C=1C(=CC(=C(C1)CSC=1C=C(C(=O)OC)C=C(C1OC)Cl)F)F